C(C)(C)(C)[S@](=O)NC(C1=CC=2N(N=C1)C=C(N2)[C@H](C2CCC(CC2)(F)F)C2=NN(C(=C2C(=O)N)C)CCC(F)(F)F)C2CC2 ((1S)-(7-((((S)-tert-butylsulfinyl)amino)(cyclopropyl)methyl)imidazo[1,2-b]pyridazin-2-yl)(4,4-difluorocyclohexyl)methyl)-5-methyl-1-(3,3,3-trifluoropropyl)-1H-pyrazole-4-carboxamide